1-(2-methoxyethyl)-3-(3-(6-(1-methyl-1H-pyrazol-4-yl)pyrrolo[1,2-b]pyridazin-4-yl)-3,8-diazabicyclo[3.2.1]octan-8-yl)cyclobutane-1-carbonitrile COCCC1(CC(C1)N1C2CN(CC1CC2)C=2C=1N(N=CC2)C=C(C1)C=1C=NN(C1)C)C#N